C(C1=CC=CC=C1)NC([C@@H]([C@@H](\C=C\C1=CC2=CC=CC=C2C=C1)C)C1=CC=C(C=C1)C)=O (2S,3R,E)-N-benzyl-3-methyl-5-(naphthalen-2-yl)-2-(p-tolyl)pent-4-enamide